FC1(CC(C1)C1=NN(C(=C1C)NC(OCC(F)(F)F)=O)C)F 2,2,2-trifluoroethyl (3-(3,3-difluorocyclobutyl)-1,4-dimethyl-1H-pyrazol-5-yl)carbamate